NCCC1=CC=C(C=C1)NC(CN1CCCC1)=O N-(4-(2-aminoethyl)phenyl)-2-(pyrrolidin-1-yl)acetamide